2-(4-(((1s,3s)-3-hydroxy-3-methylcyclobutyl)amino)phthalazin-1-yl)-5-(trifluoromethyl)phenol OC1(CC(C1)NC1=NN=C(C2=CC=CC=C12)C1=C(C=C(C=C1)C(F)(F)F)O)C